N-(5-((5-chloro-4-((4-methyl-2-(N-methyl-methylsulfonamido)phenyl)amino)pyrimidin-2-yl)amino)-4-methoxy-2-(methyl(2-(pyrrolidin-1-yl)ethyl)amino)phenyl)acrylamide ClC=1C(=NC(=NC1)NC=1C(=CC(=C(C1)NC(C=C)=O)N(CCN1CCCC1)C)OC)NC1=C(C=C(C=C1)C)N(S(=O)(=O)C)C